ClC(C(F)(F)F)C1=C2C=CN(C2=C(C=C1OC)C)C(=O)OC(C)(C)C tert-butyl 4-(1-chloro-2,2,2-trifluoroethyl)-5-methoxy-7-methyl-1H-indole-1-carboxylate